4-(Piperazin-1-yl)quinazoline hydrochloride Cl.N1(CCNCC1)C1=NC=NC2=CC=CC=C12